5-((1S)-(2-(1H-indol-3-yl)ethyl)-3-adamantylmethyl)-1,2,4-oxadiazol N1C=C(C2=CC=CC=C12)CC[C@H](C1=NC=NO1)C12CC3CC(CC(C1)C3)C2